N-((S)-1-(3-chlorophenyl)-2-hydroxy-ethyl)-1-(5-methyl-2-((tetrahydro-2H-pyran-3-yl)amino)pyrimidin-4-yl)-1H-pyrrole-3-carboxamide ClC=1C=C(C=CC1)[C@@H](CO)NC(=O)C1=CN(C=C1)C1=NC(=NC=C1C)NC1COCCC1